CC=1C=CC=2N(N1)C(=C(N2)C=2C=NC=C(C2)C(F)(F)F)C(=O)N[C@@H]2C(NC1=C(C(=N2)C2=CC=CC=C2)C=CC=C1)=O 6-Methyl-N-[(3S)-2-oxo-5-phenyl-1,3-dihydro-1,4-benzo-diazepin-3-yl]-2-[5-(trifluoromethyl)pyridin-3-yl]imidazo[1,2-b]-pyridazine-3-carboxamide